BrC1=CC(=CC(=C1)C(F)(F)F)OCC(=C)Cl 1-bromo-3-(2-chloroallyloxy)-5-(trifluoromethyl)benzene